FC(C(CC1=NOC(=N1)C=1C=CC(=C(C1)NC(=O)C=1C=NN2C1C=CC(=C2)OC)C)O)F N-(5-(3-(3,3-difluoro-2-hydroxypropyl)-1,2,4-oxadiazol-5-yl)-2-methylphenyl)-6-methoxypyrazolo[1,5-a]pyridine-3-carboxamide